C(C)(C)[Si](OC)(OC)C(C)C di(iso-propyl)-dimethoxysilane